BrC=1C=CC(=NC1)N1CCS(CC1)(=O)=O 4-(5-bromopyridin-2-yl)-1lambda6-thiomorpholine-1,1-dione